1-(2-methoxy-6-(trifluoromethyl)pyridin-3-yl)-N-((3R,5S)-5-methyl-1-(1H-tetrazol-5-yl)piperidin-3-yl)cyclopropane-1-carboxamide COC1=NC(=CC=C1C1(CC1)C(=O)N[C@H]1CN(C[C@H](C1)C)C1=NN=NN1)C(F)(F)F